CC=1N=C2N(C(C1C)=O)C=CN=C2 2,3-dimethyl-4H-pyrazino[1,2-a]pyrimidin-4-one